zirconium N,N-dibutyl-3-oxobutyramide C(CCC)N(C(CC(C)=O)=O)CCCC.[Zr]